C(C)(C)N(C(\C=C\C1=CC=C(C=C1)C(F)(F)F)=O)CC1=CC=2N(C=C1)N=CC2C(=O)N (E)-5-((N-isopropyl-3-(4-(trifluoromethyl)phenyl)acrylamido)methyl)pyrazolo[1,5-a]pyridine-3-carboxamide